(R)-2-hydroxy-phenylmethyl sulfoxide OC1=C(C=CC=C1)CS(=O)CC1=C(C=CC=C1)O